iron dimethyl-silicon C[Si]C.[Fe]